C(C)(=O)OC1CC2=CC[C@H]3[C@@H]4CCC([C@@]4(C)CC[C@@H]3[C@]2(CC1)C)OC(CCCCCCCCCCC)=O 3-Acetyloxy-17-lauroyloxy-5-androstene